4-(2-(2-(2-(pyrrolidin-1-yl)phenyl)pyrrolidin-1-yl)-7-azaspiro[3.5]non-7-yl)benzamide N1(CCCC1)C1=C(C=CC=C1)C1N(CCC1)C1CC2(C1)CCN(CC2)C2=CC=C(C(=O)N)C=C2